4-Cyclobutoxy-3,5-dimethoxy-β-nitrostyrene C1(CCC1)OC1=C(C=C(C=C[N+](=O)[O-])C=C1OC)OC